C(C)(=O)NC1=CC=C(C=C1)C1=CC=C(C=C1)NC(C)=O 4,4'-diacetylaminobiphenyl